O1C(=CC2=C1C=CC=C2)C2=CC=C(C=C2)CC(C=2OC(=NN2)C=2OC1=C(C2C)C=CC=C1)NC1=CC=C(C(=O)O)C=C1 4-((2-(4-(benzofuran-2-yl)phenyl)-1-(5-(3-methylbenzofuran-2-yl)-1,3,4-oxadiazol-2-yl)ethyl)amino)benzoic Acid